FC(C1=CC=2N(C=N1)C=CN2)(F)F 7-(trifluoromethyl)imidazo[1,2-c]pyrimidine